2-(1H-1,2,3-triazol-5-yl)ethan-1-amine hydrochloride Cl.N1N=NC=C1CCN